FC=1C=C(C#N)C=C(C1)OC1=CC=C(C=2[S@](C([C@@H](C21)F)(F)F)=O)S(=O)(=O)C 3-fluoro-5-(((1R,3R)-2,2,3-trifluoro-7-(methylsulfonyl)-1-oxido-2,3-dihydrobenzo[b]thiophen-4-yl)oxy)benzonitrile